(6R,7aS)-1-(aminomethyl)-6-(2,3-dichloro-6-methoxyphenyl)tetrahydro-1H,3H-pyrrolo[1,2-c]oxazol-3-one NCC1[C@H]2N(C(O1)=O)C[C@H](C2)C2=C(C(=CC=C2OC)Cl)Cl